Cl.CS(=O)(=O)CCN 2-methanesulfonylethylamine hydrochloride